CS(=O)(=O)OC1CC2(CN(C3=NC=C(C=C32)Cl)CC3=CC=C(C=C3)OC)C1 (1r,3r)-5'-Chloro-1'-(4-methoxybenzyl)-1',2'-dihydrospiro[cyclobutane-1,3'-pyrrolo[2,3-b]pyridin]-3-yl methanesulfonate